C1=CC=C(C(=C1)C2=NC3=CC=NN3C(=C2)NCC4=CC=NC=C4)F 5-(2-fluorophenyl)-N-(pyridin-4-ylmethyl)pyrazolo[1,5-a]pyrimidin-7-amine